O=C1NC(CCC1NC=1C=C(C=CC1F)C#CCNC(C1=NC=C(C=C1)C=1N=CC2=C(C=CC=C2C1)C1=C2C=C(C(N(C2=CC(=C1)CC)C)=O)C)=O)=O N-(3-(3-((2,6-Dioxopiperidin-3-yl)amino)-4-fluorophenyl)prop-2-yn-1-yl)-5-(8-(7-ethyl-1,3-dimethyl-2-oxo-1,2-dihydroquinolin-5-yl)isoquinolin-3-yl)picolinamide